2-({[(9H-fluoren-9-yl)methoxy]carbonyl}[2-(1-methyl-1H-indol-2-yl)ethyl]amino)acetic acid C1=CC=CC=2C3=CC=CC=C3C(C12)COC(=O)N(CC(=O)O)CCC=1N(C2=CC=CC=C2C1)C